(S)-N-((1r,3S)-1-(5-bromo-4-methylpyrimidin-2-yl)-3-((tert-butyldimethylsilyl)oxy)-3-methylcyclobutyl)-2-methylpropane-2-sulfinamide BrC=1C(=NC(=NC1)C1(CC(C1)(C)O[Si](C)(C)C(C)(C)C)N[S@@](=O)C(C)(C)C)C